BrC1=C2C=C(N=CC2=C(C=C1)OC1CN(C1)C(=O)OCC1=CC=CC=C1)Cl benzyl 3-((5-bromo-3-chloroisoquinolin-8-yl)oxy)azetidine-1-carboxylate